(R)-5-((1-(dimethylamino)propan-2-yl)oxy)-N-(8-fluoroquinolin-7-yl)-7-(1-methyl-1H-pyrazol-4-yl)quinazolin-4-amine CN(C[C@@H](C)OC1=C2C(=NC=NC2=CC(=C1)C=1C=NN(C1)C)NC1=CC=C2C=CC=NC2=C1F)C